2-[6-(4-bromophenoxy)-2-(trifluoromethyl)pyridin-3-yl]-1-(1H-1,2,4-triazol-1-yl)propan-2-ol BrC1=CC=C(OC2=CC=C(C(=N2)C(F)(F)F)C(CN2N=CN=C2)(C)O)C=C1